FC1(CC(C1)CN1N=C(C(=C1C)F)[N+](=O)[O-])F 1-((3,3-Difluorocyclobutyl)methyl)-4-fluoro-5-methyl-3-nitro-1H-pyrazole